6-((S)-1-((S)-3-fluoropyrrolidin-1-yl)propyl)-2-(3-(3-((4-methyl-4H-1,2,4-triazol-3-yl)methyl)oxetan-3-yl)phenyl)-4-(trifluoromethyl)isoindolin-1-one F[C@@H]1CN(CC1)[C@@H](CC)C1=CC(=C2CN(C(C2=C1)=O)C1=CC(=CC=C1)C1(COC1)CC1=NN=CN1C)C(F)(F)F